S(C1=CC=C(C=C1)C=1C(=O)NC(C1)=O)C1=CC=C(C=C1)C=1C(=O)NC(C1)=O (thiobis-p-phenylene)bismaleimide